estra-1,3,5(10)-trien-3,17-diol C[C@@]12C(CC[C@H]1[C@@H]1CCC=3C=C(C=CC3[C@H]1CC2)O)O